N(=C=O)C=1C=C(C=CC1C)N1C(N(C1=O)C1=CC(=C(C=C1)C)N=C=O)=O 1,3-Bis(3-isocyanato-4-methylphenyl)-1,3-diazetidin-2,4-dion